C(C=C)(=O)OCCCC α-n-propylmethyl acrylate